9,9-dimethyl-8-oxo-2-(pyrimidine-4-carbonyl)-2-azaspiro[4.5]dec-6-ene-7-carbonitrile CC1(C(C(=CC2(CCN(C2)C(=O)C2=NC=NC=C2)C1)C#N)=O)C